Methyl 4-oxopiperidine-3-carboxylate O=C1C(CNCC1)C(=O)OC